COCCCC(=O)OC methyl 4-methoxybutyrate